3-(3,5-diacetyl-2,6-dimethyl-1,4-dihydropyridin-4-yl)benzo[b]thiophene-5-carboxylic acid C(C)(=O)C1=C(NC(=C(C1C=1C2=C(SC1)C=CC(=C2)C(=O)O)C(C)=O)C)C